methyl-2-nitrobenzyl chloride CC(C1=C(C=CC=C1)[N+](=O)[O-])Cl